7-bromo-2-butyl-1-[(2,2,5-trimethyl-1,3-dioxan-5-yl)methyl]-1H-imidazo[4,5-c]quinolin-4-amine BrC=1C=CC=2C3=C(C(=NC2C1)N)N=C(N3CC3(COC(OC3)(C)C)C)CCCC